S1C2=C(C=C1)\C(\CCC2)=N/O (Z)-6,7-dihydrobenzo[b]thiophen-4(5H)-one oxime